C(C)(C)(C)[C@@H]1CC=2C=C3C(=NC2CC1)SC(=N3)C(=O)N[C@H](CCN(C)C)C3=CC(=CC=C3)C(NCCN)=O |r| rac-(7S)-7-tert-butyl-N-[rac-(1R)-1-[3-(2-aminoethylcarbamoyl)phenyl]-3-(dimethylamino)propyl]-5,6,7,8-tetrahydrothiazolo[5,4-b]quinoline-2-carboxamide